3-propyl-2-allyloxypropane C(CC)CC(C)OCC=C